FC=1C=C(C=CC1)CCN1COC2=C(C1=O)C=C(C=C2)OC2=CC(=NC=C2)C=2C=NN(C2)C 3-[2-(3-fluorophenyl)ethyl]-6-{[2-(1-methylpyrazol-4-yl)-4-pyridyl]oxy}-2H-1,3-benzoxazin-4-one